alanineAT N[C@@H](C)C(=O)[O-]